[Na+].NC1=C(C(=O)[O-])C=CC=C1[N+](=O)[O-] 2-amino-3-nitrobenzoic acid sodium salt